O1C=C(C2=C1C=CC=C2)C[C@H](NC(=O)C2CC21COCCC1)B(O)O (R)-2-(benzofuran-3-yl)-1-(5-oxaspiro[2.5]octane-carboxamido)ethylboronic acid